N-methyl-ethyl-carbazone CN(NC(=O)N=N)CC